COC(NC1=NC=CC(=C1)C=1C=NC(=C(C1)C(F)F)OC[C@](CC(C)C)(C)N)=O (R)-(6-((2-amino-2,4-dimethylpentyl)oxy)-5-(difluoromethyl)-[3,4'-bipyridyl]-2'-yl)carbamic acid methyl ester